C(C)(=O)O[C@H]([C@@H](COC(C)=O)OC(C)=O)[C@@H]1O[C@](C[C@@H]([C@H]1NC(C)=O)OC(C)=O)(SC1=CC=C(C=C1)C)C(=O)OC (1S,2R)-1-((2R,3R,4S,6R)-3-acetamido-4-acetoxy-6-(methoxycarbonyl)-6-(p-tolylthio)tetrahydro-2H-pyran-2-yl)propane-1,2,3-triyl triacetate